FC1(CN(C[C@H](C1)C=1C(=NC(=CC1)C=1N=NN(C1CN1C(C=CC(=C1)CCC)=O)C)C)CC(=O)OCC)F |o1:5| ethyl (R) or (S)-2-(3,3-difluoro-5-(2-methyl-6-(1-methyl-5-((2-oxo-5-propylpyridin-1(2H)-yl)methyl)-1H-1,2,3-triazol-4-yl)pyridin-3-yl)piperidin-1-yl)acetate